C(C)ONC(=O)C=1C=NN2C1N=C(C=C2NC)NC=2C(N(C=CC2)N2C=CC=C2)=C=O N-ethoxy-7-(methylamino)-5-((2-carbonyl-1-(1H-pyrrol-1-yl)-1,2-dihydropyridin-3-yl)amino)pyrazolo[1,5-a]pyrimidine-3-carboxamide